α,α,2,4,6-pentafluoro-benzeneacetic acid FC(C(=O)O)(C1=C(C=C(C=C1F)F)F)F